tert-butyl 4-(4-chloro-7-methoxypyrido[3,2-d]pyrimidin-6-yl)piperazine-1-carboxylate hydrochloride Cl.ClC=1C2=C(N=CN1)C=C(C(=N2)N2CCN(CC2)C(=O)OC(C)(C)C)OC